S1C(=CC2=C1C=CC=C2)C2=CC=C(C=C2)N(C2=CC=C(C=C2)C2=CC=C(C=C2)C2=CC1=CC=CC=C1C=C2)C2=CC=C(C=C2)C=2OC1=C(N2)C=CC=C1 (4-benzothien-2-yl-phenyl)-(4-benzoxazol-2-yl-phenyl)-(4'-naphthalen-2-yl-biphenyl-4-yl)amine